C(C)(C)(C)C=1C=CC=2N(C3=CC=CC=C3C2C1)C1=NC(=C(C(=C1N1C2=CC=CC=C2C=2C=C(C=CC12)C(C)(C)C)C1=C(C=CC=C1)C=1OC2=C(N1)C=CC=C2)N2C1=CC=CC=C1C=1C=C(C=CC21)C(C)(C)C)N2C1=CC=CC=C1C=1C=C(C=CC21)C(C)(C)C 2-(2-(2,3,5,6-tetrakis(3-(tert-butyl)-9H-carbazol-9-yl)pyridin-4-yl)phenyl)benzo[d]oxazole